3,4'-bis(4-aminophenoxy)biphenyl Tetraethylortho-silicat C(C)O[Si](OCC)(OCC)OCC.NC1=CC=C(OC=2C=C(C=CC2)C2=CC=C(C=C2)OC2=CC=C(C=C2)N)C=C1